((2-ethyl-6-methoxy-1,2,3,4-tetrahydroisoquinolin-7-yl)amino)-5-(o-tolylamino)-1,2,4-triazine-6-carboxamide C(C)N1CC2=CC(=C(C=C2CC1)OC)NC=1N=NC(=C(N1)NC1=C(C=CC=C1)C)C(=O)N